1,2-dipropionyloxyethane C(CC)(=O)OCCOC(CC)=O